CN([C@@H](CO)C(=O)O)C(C1=CC=C(C=C1)Br)=O methyl-(4-bromobenzoyl)-L-serine